COC[C@@H](C)N[C@H]1CCC2=CC(=CC=C12)C(F)(F)F (S)-N-((R)-1-methoxypropan-2-yl)-5-(trifluoromethyl)-2,3-dihydro-1H-inden-1-amine